(2R,3R)-1,4-dibenzyloxybutanediol C(C1=CC=CC=C1)OC(CCCOCC1=CC=CC=C1)(O)O